N[C@@H](CCSC)C(=O)O.[Na] sodium methionine